NC1=NN2C(C=C(C=C2)C=2C(=C(C(=O)OC)C(=CC2)Cl)C)=N1 methyl 3-(2-amino-[1,2,4]triazolo[1,5-a]pyridin-7-yl)-6-chloro-2-methylbenzoate